4-[4-(difluoromethoxy)phenoxy]-N-pyridazin-4-yl-6-(trifluoromethyl)pyridine-3-carboxamide (Z)-3,4-dihydroxyphenethyl-3-phenylacrylate OC=1C=C(CCOC(\C=C/C2=CC=CC=C2)=O)C=CC1O.FC(OC1=CC=C(OC2=C(C=NC(=C2)C(F)(F)F)C(=O)NC2=CN=NC=C2)C=C1)F